NC1(CCC(CC1)=O)C(=O)OC methyl 1-amino-4-oxocyclohexanecarboxylate